(R)-3-(2-(Butylamino)-1-hydroxyethyl)-2-fluorophenol C(CCC)NC[C@H](O)C=1C(=C(C=CC1)O)F